tert-butyl 4-[4-[(2,6-dioxo-3-piperidyl)amino]-2-fluoro-3-methoxy-phenyl]piperidine-1-carboxylate O=C1NC(CCC1NC1=C(C(=C(C=C1)C1CCN(CC1)C(=O)OC(C)(C)C)F)OC)=O